copper-magnesium-scandium [Sc].[Mg].[Cu]